ClC=1C(=C(C=CC1F)[C@H](NC(=O)[C@H]1NC(NC1)=O)C1=NC=C(N=C1)OCC(F)(F)F)F (4S)-N-((S)-(3-chloro-2,4-difluorophenyl)(5-(2,2,2-trifluoroethoxy)pyrazin-2-yl)methyl)-2-oxoimidazolidine-4-carboxamide